5-p-hydroxyphenyl-10,15,20-trinaphthylporphyrin OC1=CC=C(C=C1)C=1C2=CC=C(N2)C(=C2C=CC(C(=C3C=CC(=C(C=4C=CC1N4)C4=CC=CC1=CC=CC=C41)N3)C3=CC=CC4=CC=CC=C34)=N2)C2=CC=CC3=CC=CC=C23